[C@H](C)(CC)[C@H]1NC(OC1=O)=O (R)-4-((S)-sec-butyl)oxazolidine-2,5-dione